FC=1C(=C2C(=CC(=CC2=CC1)N=C(C1=CC=CC=C1)C1=CC=CC=C1)B1OC(C(O1)(C)C)(C)C)C#C[Si](C(C)C)(C(C)C)C(C)C N-(6-fluoro-4-(4,4,5,5-tetramethyl-1,3,2-dioxaborolan-2-yl)-5-((triisopropylsilyl)ethynyl)naphthalen-2-yl)-1,1-diphenylmethanimine